C(#N)C=1C=C(C=CC1)C=1N=C(SC1C1=CC(=NC(=C1)C)C)NC(=O)N1C[C@@H](CC1)C(=O)O (3R)-1-[[4-(3-cyanophenyl)-5-(2,6-dimethyl-4-pyridyl)thiazol-2-yl]carbamoyl]pyrrolidine-3-carboxylic acid